(S)-1-amino-4-(4-((4-bromopyridin-2-yl)carbamoyl)phenyl)-2-(1-(but-2-ynyl)piperidin-2-yl)-1H-imidazole-5-carboxamide NN1C(=NC(=C1C(=O)N)C1=CC=C(C=C1)C(NC1=NC=CC(=C1)Br)=O)[C@H]1N(CCCC1)CC#CC